C1(C=CC(N1CCC=1C(=C(C=CC1)CCN1C(C=CC1=O)=O)CCN1C(C=CC1=O)=O)=O)=O tris-(maleimidoethyl)benzene